CS(=O)(=O)N1CCNCC1 1-methanesulfonylpiperazine